C(C)OC(=O)C=1N=C2N(C=C(N=C2NCC2(CCN(CC2)C(=O)OC(C)(C)C)O)C2=CC=NC=C2)C1 8-[(1-tert-Butoxycarbonyl-4-hydroxy-piperidin-4-ylmethyl)-amino]-6-pyridin-4-yl-imidazo[1,2-a]pyrazine-2-carboxylic acid ethyl ester